CC=1C=C(C(=O)NN)C=CN1 2-methylisonicotinohydrazide